C1=CC=C(C=2SC3=C(C21)C=CC=C3)C=3C=C(C=CC3)C3=NC2=C1C(=CC=C2C=N3)C=CC=C1 [3-(dibenzothiophen-4-yl)phenyl]-benzo[h]quinazoline